NC=1N=C(C2=C(N1)NC(=C2)CN)C=2C(=C(C=CC2)N2C(C1=C(C=C(C=C1C=C2)C2CC2)F)=O)CO 2-{3-[2-amino-6-(aminomethyl)-7H-pyrrolo[2,3-d]pyrimidin-4-yl]-2-(hydroxymethyl)phenyl}-6-cyclopropyl-8-fluoroisoquinolin-1(2H)-one